FC=1C=C(CBr)C=C(C1)F 3,5-Difluorobenzyl bromide